(R)-N-(8'-(2-(hydroxymethyl)azetidin-1-yl)-4'H-spiro[cyclopropane-1,5'-naphtho[2,1-d]isoxazol]-3'-yl)-2,6-dimethoxybenzenesulfonamide OC[C@@H]1N(CC1)C1=CC=C2C3(CC=4C(=NOC4C2=C1)NS(=O)(=O)C1=C(C=CC=C1OC)OC)CC3